(3aS,4R,6aR)-1-((S)-2-amino-3-methylbutanoyl)-4-(4-boronobutyl)octahydropyrrolo[3,4-b]pyrrole-4-carboxylic acid dihydrochloride Cl.Cl.N[C@H](C(=O)N1[C@@H]2[C@H](CC1)[C@@](NC2)(C(=O)O)CCCCB(O)O)C(C)C